C(C)(C)N1N=C(C=C1)NC1=CC(=NC=N1)NC1=CC(=C2C(=[N+]1[O-])C1(NC2=O)CCCCC1)C 2'-((6-((1-isopropyl-1H-pyrazol-3-yl)amino)pyrimidin-4-yl)amino)-4'-methyl-5'-oxo-5',6'-dihydrospiro[cyclohexane-1,7'-pyrrolo[3,4-b]pyridine] 1'-oxide